bromo-5,6-dimethylindoline-2,3-dione BrN1C(C(C2=CC(=C(C=C12)C)C)=O)=O